3-methylbenzo[b]furan CC=1C2=C(OC1)C=CC=C2